Methyl 5-Methyl-2H-Spiro[Benzofuran-3,4'-Piperidine]-6-Carboxylate CC=1C(=CC2=C(C1)C1(CCNCC1)CO2)C(=O)OC